ethyl-N-(4-phenylphenylmethylene)phenylalanine C(C)[C@](N=CC1=CC=C(C=C1)C1=CC=CC=C1)(CC1=CC=CC=C1)C(=O)O